methyl (S)-3-(8-nitro-6-(2-fluorophenyl)-1-(propargylthio)-4H-benzo[f][1,2,4]triazolo[4,3-a][1,4]diazepin-4-yl)propionate [N+](=O)([O-])C=1C=CC2=C(C(=N[C@H](C=3N2C(=NN3)SCC#C)CCC(=O)OC)C3=C(C=CC=C3)F)C1